Phenolphthalein bisphosphate tetrasodium salt C1=CC=C2C(=C1)C(=O)OC2(C3=CC=C(C=C3)OP(=O)([O-])[O-])C4=CC=C(C=C4)OP(=O)([O-])[O-].[Na+].[Na+].[Na+].[Na+]